O=C1CC2(CCN(C2)C(=O)OC(C)(C)C)CCN1C1=NC=C(C=C1)C(F)(F)F tert-butyl 7-oxo-8-(5-(trifluoromethyl)pyridin-2-yl)-2,8-diazaspiro[4.5]decane-2-carboxylate